Cl.OCCN (hydroxymethyl-aminomethane)-HCl